FC1(CCC(CC1)N1C(=NC2=C1C=CC(=C2)C=2C(=NOC2C)C)C2CCCC(N2C2=CC(=C(C=C2)F)F)=O)F 6-(1-(4,4-difluorocyclohexyl)-5-(3,5-dimethylisoxazol-4-yl)-1H-benzo[d]imidazol-2-yl)-1-(3,4-difluorophenyl)piperidin-2-one